(S)-1-(1-(4-Chloro-3-fluorophenyl)-2-hydroxyethyl)-4-(2-((1-methyl-1H-pyrazol-5-yl)amino)pyrimidin-4-yl)pyridin-2(1H)-one, benzenesulfonate salt C1(=CC=CC=C1)S(=O)(=O)O.ClC1=C(C=C(C=C1)[C@@H](CO)N1C(C=C(C=C1)C1=NC(=NC=C1)NC1=CC=NN1C)=O)F